(2,4-dihydroxyphenyl)-4,6-diphenyl-1,3,5-triazine OC1=C(C=CC(=C1)O)C1=NC(=NC(=N1)C1=CC=CC=C1)C1=CC=CC=C1